5-[(1S,5R)-3-(2-chloro-4-fluoro-benzoyl)-3,8-diazabicyclo[3.2.1]octan-8-yl]-3-cyclopropyl-N-(3-fluoropropyl)imidazo[1,5-a]pyridine-7-sulfonamide ClC1=C(C(=O)N2C[C@@H]3CC[C@H](C2)N3C3=CC(=CC=2N3C(=NC2)C2CC2)S(=O)(=O)NCCCF)C=CC(=C1)F